C1(=CC=CC=C1)S(=O)(=O)NC=1C=C(C=CC1)/C=C/[C@@H](CCCC1=C(C=CC=C1)CCC(=O)O)O (R)-3-[2-[(E)-6-[3-(benzenesulfonylamino)phenyl]-4-hydroxyhex-5-enyl]phenyl]propanoic acid